1-dodecylimidazole C(CCCCCCCCCCC)N1C=NC=C1